[Si](C)(C)(C(C)(C)C)OCC1=C(N=NN1C)C1=CC=C(C=C1)O 4-(5-(((tert-butyldimethylsilyl)oxy)methyl)-1-methyl-1H-1,2,3-triazol-4-yl)phenol